6-[(3R)-3-HYDROXYPYRROLIDIN-1-YL]-5-(1H-PYRAZOL-3-YL)PYRIDINE-3-CARBOXAMIDE O[C@H]1CN(CC1)C1=C(C=C(C=N1)C(=O)N)C1=NNC=C1